N-[(5-Amino-1,3,4-oxadiazol-2-yl)methyl]-2-(2-chloro-3,5-difluoro-phenyl)sulfanyl-N-[(6-cyano-3-pyridyl)methyl]acetamide NC1=NN=C(O1)CN(C(CSC1=C(C(=CC(=C1)F)F)Cl)=O)CC=1C=NC(=CC1)C#N